iron (II) bis(n-butylethylphosphinate) C(CCC)P([O-])(=O)CC.C(CCC)P([O-])(=O)CC.[Fe+2]